CSCCCBr (3-bromopropyl) (methyl) sulfide